1-[[4-[(1E)-N-[[4-cyclohexyl-3-(trifluoromethyl)phenyl]methoxy]C-methylcarbonimidoyl]-2-ethylphenyl]methyl]azetidin-3-carboxylic acid C1(CCCCC1)C1=C(C=C(C=C1)CON=C(C)C1=CC(=C(C=C1)CN1CC(C1)C(=O)O)CC)C(F)(F)F